5-amino-6-(5-methyl-1H-indazol-4-yl)-2-(2-((4-methylpyrimidin-2-yl)amino)pyridin-3-yl)pyrimidine-4-carboxamide NC=1C(=NC(=NC1C1=C2C=NNC2=CC=C1C)C=1C(=NC=CC1)NC1=NC=CC(=N1)C)C(=O)N